methyl-phenyl-phosphorus oxide C[P](C1=CC=CC=C1)=O